3-[4-[4-[[4-(3-aminocyclobutyl)piperazin-1-yl]methyl]-1-piperidyl]-5-fluoro-3-ethyl-2-oxo-benzimidazol-1-yl]piperidine-2,6-dione NC1CC(C1)N1CCN(CC1)CC1CCN(CC1)C1=C(C=CC=2N(C(N(C21)CC)=O)C2C(NC(CC2)=O)=O)F